ClC=1C=CC2=C(N=C(S2)C2N(C(N(C2)C)=O)C)C1 (5-chlorobenzothiazol-2-yl)-1,3-dimethylimidazolidin-2-one